FC(OC1=CC=CC=2C(N([C@H]3C=4N([C@@H](C21)C3)C3=C(N4)C=CC(=C3)C#CCN(C)CC)C([2H])([2H])[2H])=O)F (7R,14R)-1-(difluoromethoxy)-11-(3-(ethyl(methyl)amino)prop-1-yn-1-yl)-6-(methyl-d3)-6,7-dihydro-7,14-methanobenzo[f]benzo[4,5]imidazo[1,2-a][1,4]diazocin-5(14H)-one